C(C)(C)(C)OC(=O)N1CCC2(CC1)[C@@H](C1=CC=C(C=C1C2)OC)N[S@](=O)C(C)(C)C (1S)-1-[[(R)-tert-butylsulfinyl]amino]-5-methoxy-spiro[indan-2,4'-piperidine]-1'-carboxylic acid tert-butyl ester